N-(2-chloro-6-fluorobenzoyl)-O-((R)-2-methyl-4-(5,6,7,8-tetrahydro-1,8-naphthyridin-2-yl)butyl)-D-homoserine ClC1=C(C(=O)N[C@H](CCOC[C@@H](CCC2=NC=3NCCCC3C=C2)C)C(=O)O)C(=CC=C1)F